tert-butyl 3-chlorosulfonylpyrrolidine-1-carboxylate ClS(=O)(=O)C1CN(CC1)C(=O)OC(C)(C)C